2-(4,4-difluoroazepan-1-yl)-5-(trifluoromethyl)nicotinamide FC1(CCN(CCC1)C1=C(C(=O)N)C=C(C=N1)C(F)(F)F)F